7-(2,2'-Dimethyl-[1,1'-biphenyl]-3-yl)-2,3,4,5-tetrahydro-1H-benzo[c]azepine CC1=C(C=CC=C1C1=CC2=C(CNCCC2)C=C1)C1=C(C=CC=C1)C